tin sulfide oxide [Sn](=S)=O